COC1=CC=NC=2C(N(C(OC21)=S)C=2SC1=C(N2)C=CC(=C1)OC1=CC=C(C=C1)C(F)(F)F)=O 8-methoxy-2-thioxo-3-(6-(4-(trifluoromethyl)phenoxy)benzo[d]thiazol-2-yl)-2,3-dihydro-4H-pyrido[2,3-e][1,3]oxazin-4-one